C(CCC)[Sn](C=1C=NNC1C#N)(CCCC)CCCC 4-(tributylstannyl)-1H-pyrazole-5-carbonitrile